(R)-6-(2-benzylazepan-1-yl)-4-morpholinopyridin-2(1H)-one C(C1=CC=CC=C1)[C@@H]1N(CCCCC1)C1=CC(=CC(N1)=O)N1CCOCC1